N-(2-(5-bromo-2-fluorophenyl)propyl)carboxamide BrC=1C=CC(=C(C1)C(CNC=O)C)F